C(CCCCCCCCCCCCCCC)(=O)O.OCC(O)CO.OCC(O)CO.OCC(O)CO.OCC(O)CO.OCC(O)CO pentaglycerin palmitate